ClC=1C=C2C(=NC1)NC=C2C=2C=CC=C(C2)C2CC(NC2)=O 4-(5-(5-chloro-1H-pyrrolo[2,3-b]pyridin-3-yl)phenyl)pyrrolidin-2-one